C(#N)C(NC(=O)[C@@H]1[C@H]2C([C@H]2CN1C([C@H]([C@@H](C)OC)NC(C(F)(F)F)=O)=O)(C)C)C1=C2C(=CN=N1)SC=C2C#C (1R,2S,5S)-N-[cyano-(3-ethynylthieno[2,3-d]pyridazin-4-yl)methyl]-3-[(2S,3R)-3-methoxy-2-[(2,2,2-trifluoroacetyl)amino]butanoyl]-6,6-dimethyl-3-azabicyclo[3.1.0]hexane-2-carboxamide